C(C)C=1SC=C(N1)C 2-Ethyl-4-methylthiazole